NCCC(=O)NC1=C(C=CC(=C1)C)C1=CC=C(C=C1)C(=O)NC=1SC=CC1C(=O)N (2'-(3-aminopropionamido)-4'-methyl-[1,1'-biphenyl]-4-carboxamido)thiophene-3-carboxamide